C(C)(C)(C)C1=CC=C(C=C1)NC1=CC=C(C=2C(C3=C(C=CC(=C3C(C12)=O)O)O)=O)NC1=CC=C(C=C1)C(C)(C)C 1,4-bis[(4-t-butylphenyl)amino]-5,8-dihydroxy-9,10-anthraquinone